ClC=1C=C(C(=C(C1)C1(COCC1)O)N1CCOCC1)C 3-(5-chloro-3-methyl-2-morpholinophenyl)tetrahydro-furan-3-ol